N-(1-((2R,3R,4R,5R)-4-hydroxy-3-methoxy-5-(thiomorpholinomethyl)tetrahydrofuran-2-yl)-2-oxo-1,2-dihydropyrimidin-4-yl)benzamide O[C@H]1[C@H]([C@@H](O[C@@H]1CN1CCSCC1)N1C(N=C(C=C1)NC(C1=CC=CC=C1)=O)=O)OC